(1-chloro-2-propyl)benzene ClCC(C)C1=CC=CC=C1